4,4,4-trifluoro-3-methyl-2-butenoic acid FC(C(=CC(=O)O)C)(F)F